2-amino-2-(2,3-difluorophenyl)-6-hydroxycyclohexane-1-one hydrochloride Cl.NC1(C(C(CCC1)O)=O)C1=C(C(=CC=C1)F)F